tert-butyl 3-(3-chloro-4-fluoro-6-(((2R,7aS)-2-fluorotetrahydro-1H-pyrrolizin-7a(5H)-yl) methoxy) pyrimido[5,4-c]pyridazin-8-yl)-3,8-diazabicyclo[3.2.1]octane-8-carboxylate ClC1=C(C2=C(N=N1)C(=NC(=N2)OC[C@]21CCCN1C[C@@H](C2)F)N2CC1CCC(C2)N1C(=O)OC(C)(C)C)F